ClC1=CC=C(C=C1)C=1C2=C(NC([C@@H](N1)CC(=O)OCC1=CC=C(C=C1)C(NC1=C(C=CC=C1)NC(=O)OC(C)(C)C)=O)=O)SC(=C2C)C 4-((2-((tert-butoxycarbonyl)amino)phenyl)carbamoyl)benzyl (S)-2-(5-(4-chlorophenyl)-6,7-dimethyl-2-oxo-2,3-dihydro-1H-thieno[2,3-e][1,4]diazepin-3-yl)acetate